C(=O)(C=1N=C(NC1)C)C=1N=C(NC1)C carbonylbis(2-methylimidazole)